2-(3-(4-(difluoromethoxy)phenyl)-6-oxopyridazin-1(6H)-yl)-N-isobutylacetamide FC(OC1=CC=C(C=C1)C1=NN(C(C=C1)=O)CC(=O)NCC(C)C)F